C(C1=CC=CC=C1)OC(=O)N[C@H](CC(=O)OC)CC(CCC)=O methyl (S)-3-(((benzyloxy)carbonyl)amino)-5-oxooctanoate